NC1=CC=C(C=C1)C(CN)(C)C1=CC=C(C=C1)N 2,2-bis(4-aminophenyl)propanamine